C1(CC1)C=1N=NN(C1)[C@H](C(=O)N1[C@@H](C[C@H](C1)O)C(=O)NCCCN1N=C2N(CCCC2)C1=O)C(C)(C)C (2S,4r)-1-[(2S)-2-(4-cyclopropyltriazol-1-yl)-3,3-dimethyl-butyryl]-4-hydroxy-N-[3-(3-oxo-5,6,7,8-tetrahydro-[1,2,4]triazolo[4,3-a]pyridin-2-yl)propyl]pyrrolidine-2-carboxamide